methyl (7S)-3-{2-[(3S)-3-hydroxypyrrolidin-1-yl]-2-oxoethyl}-7-methyl-2-[2-(2-oxo-1,2-dihydropyridin-1-yl)ethyl]-3H,6H,7H,8H,9H-imidazo[4,5-f]quinoline-6-carboxylate O[C@@H]1CN(CC1)C(CN1C(=NC2=C3CC[C@@H](N(C3=CC=C21)C(=O)OC)C)CCN2C(C=CC=C2)=O)=O